Biphenyl-decaformic acid (2S,3R)-5,7-dihydroxy-2-(3,4,5-trihydroxyphenyl)chroman-3-yl-4,5-dihydroxy-2-(trifluoromethyl)benzoate OC1=C2C[C@H]([C@@H](OC2=CC(=C1)O)C1=CC(=C(C(=C1)O)O)O)OC(C1=C(C=C(C(=C1)O)O)C(F)(F)F)=O.C1(=C(C(=C(C(=C1C(=O)O)C(=O)O)C(=O)O)C(=O)O)C(=O)O)C1=C(C(=C(C(=C1C(=O)O)C(=O)O)C(=O)O)C(=O)O)C(=O)O